2-((R)-3-(3-cyclopropyl-5-((4-((S)-3-phenylisoxazolidin-2-yl)thieno[3,2-d]pyrimidin-2-yl)amino)phenoxy)pyrrolidin-1-yl)ethan-1-ol C1(CC1)C=1C=C(O[C@H]2CN(CC2)CCO)C=C(C1)NC=1N=C(C2=C(N1)C=CS2)N2OCC[C@H]2C2=CC=CC=C2